C1#CC(CCCCCC1)C1C#CCCCCCC1 Bicyclononynyl